(4-(Methylsulfonyl)piperazin-1-yl)(6,7,8-trifluoro-4-(1,4-dioxa-8-azaspiro[4.5]decan-8-yl)quinolin-3-yl)methanone CS(=O)(=O)N1CCN(CC1)C(=O)C=1C=NC2=C(C(=C(C=C2C1N1CCC2(OCCO2)CC1)F)F)F